N1N=NN=C1CNC([C@H]([C@@H](CC1=CC=CC=C1)NC(OC(C)(C)C)=O)O)=O tert-butyl ((2R,3S)-4-(((1H-tetrazol-5-yl)methyl)amino)-3-hydroxy-4-oxo-1-phenylbutan-2-yl)carbamate